3-(difluoromethyl)-N-methoxy-1-methyl-N-[(1S)-1-methyl-2-(2,4,6-trichlorophenyl)ethyl]Pyrazole-4-carboxamide isoaMyl-propionate C(CC(C)C)OC(CC)=O.FC(C1=NN(C=C1C(=O)N([C@H](CC1=C(C=C(C=C1Cl)Cl)Cl)C)OC)C)F